4-(5-(thieno[2,3-b]pyridin-3-yl)phenyl)pyrrolidin-2-one S1C=C(C=2C1=NC=CC2)C=2C=CC=C(C2)C2CC(NC2)=O